N-(3-(1-(4-chloro-3-fluorophenyl)-1H-pyrazol-4-yl)bicyclo[1.1.1]pent-1-yl)-2-(3-cis-(trifluoromethoxy)cyclobutoxy)acetamide ClC1=C(C=C(C=C1)N1N=CC(=C1)C12CC(C1)(C2)NC(COC2(CCC2)OC(F)(F)F)=O)F